NC1=NC=2C=C(C(=CC2C2=C1C=NN2C)C(=O)N([C@@H]2COC1=C2C=CC(=C1)C(F)(F)F)C1CC1)F 4-amino-N-cyclopropyl-7-fluoro-1-methyl-N-((3S)-6-(trifluoromethyl)-2,3-dihydro-1-benzofuran-3-yl)-1H-pyrazolo[4,3-c]quinoline-8-carboxamide